2-aminoEthyl oxazole-4-carboxylate O1C=NC(=C1)C(=O)OCCN